CN N-methylamine